ClC=1C(=NC(=NC1)NC=1C(=NC=2CCN(CC2C1)C)OC)NCC1(CC1)C(=O)NC 1-(((5-Chloro-2-((2-methoxy-6-methyl-5,6,7,8-tetrahydro-1,6-naphthyridin-3-yl)amino)pyrimidine-4-yl)amino)methyl)-N-methylcyclopropane-1-carboxamide